P(=O)(OCCCCOC(C=C)=O)(O)O acryloyloxybutyl dihydrogen Phosphate